tert-butyl 2-methyl-6-(2-(1-methylpiperidin-4-yl)benzo[d]thiazol-5-yl)-3,4-dihydropyridine-1(2H)-carboxylate CC1N(C(=CCC1)C=1C=CC2=C(N=C(S2)C2CCN(CC2)C)C1)C(=O)OC(C)(C)C